6-(3-(Dimethylamino)propyl)-5-(trifluoromethyl)pyridazin-3(2H)-one CN(CCCC=1C(=CC(NN1)=O)C(F)(F)F)C